FC(C1=NC(=NO1)C1=CC=C(C=C1)CNC(CC)=O)(F)F N-[[4-[5-(trifluoromethyl)-1,2,4-oxadiazol-3-yl]phenyl]methyl]propionamide